C1(=CC=CC=C1)N(N)C(C1=CC=C(C=C1)C#N)=O N-phenyl-4-cyanobenzhydrazide